(E)-N-(5-(4-(4-(2-amino-4-(difluoromethyl)pyrimidin-5-yl)-6-morpholino-1,3,5-triazin-2-yl)piperazin-1-yl)-5-oxopentyl)but-2-enamide NC1=NC=C(C(=N1)C(F)F)C1=NC(=NC(=N1)N1CCOCC1)N1CCN(CC1)C(CCCCNC(\C=C\C)=O)=O